4-(3-Fluoro-5-((S)-4-(4'-fluoro-6-(((S)-pyrrolidin-1-ium-3-yl)oxy)-[1,1'-biphenyl]-3-carbonyl)-3-methylpiperazine-1-carbonyl)phenyl)piperazin-1-ium chloride [Cl-].FC=1C=C(C=C(C1)C(=O)N1C[C@@H](N(CC1)C(=O)C=1C=C(C(=CC1)O[C@@H]1C[NH2+]CC1)C1=CC=C(C=C1)F)C)N1CC[NH2+]CC1.[Cl-]